morpholine-4-formamidine hydrochloride Cl.N1(CCOCC1)C(=N)N